N[C@@H]1CC[C@H](CC1)CCN1CCN(CC1)C=1C=CC2=C(C=C(O2)C(=O)N)C1 5-(4-(2-(trans-4-Aminocyclohexyl)ethyl)piperazin-1-yl)benzofuran-2-carboxamide